8-(4-(4-(7-(2,6-dioxopiperidin-3-yl)-1-oxoisoindolin-4-yl)hept-6-ynyl)piperazin-1-yl)-9-ethyl-6,6-dimethyl-11-oxo-6,11-dihydro-5H-benzo[b]carbazole-3-carbonitrile O=C1NC(CCC1C=1C=CC(=C2CNC(C12)=O)C(CCCN1CCN(CC1)C=1C(=CC2=C(C(C=3NC4=CC(=CC=C4C3C2=O)C#N)(C)C)C1)CC)CC#C)=O